(R)-piperidine-3-carboxylic acid methyl ester hydrochloride Cl.COC(=O)[C@H]1CNCCC1